N1-(4-chlorophenyl)-N2-(5-((-)-1-(3-cyanophenyl)-3-cyclopropyl-1-((R)-1,1-dimethylethylsulfinamido)propyl)-2-fluorophenyl)-4-hydroxypyrrolidine-1,2-dicarboxamide ClC1=CC=C(C=C1)NC(=O)N1C(CC(C1)O)C(=O)NC1=C(C=CC(=C1)C(CCC1CC1)(N[S@](=O)C(C)(C)C)C1=CC(=CC=C1)C#N)F